1-(6-chloro-4-methoxy-pyridazin-3-yl)pyrrolidin-2-one ClC1=CC(=C(N=N1)N1C(CCC1)=O)OC